NC1=NC(=CC(=N1)N1CCC2(C[C@H](NC2)C(=O)OCC)CC1)O[C@@H](C(F)(F)F)C1=C(C=C(C=C1)C1=CC(=C(C=C1)F)C)N1N=C(C=C1)C (S)-ethyl 8-(2-amino-6-((R)-2,2,2-trifluoro-1-(4'-fluoro-3'-methyl-3-(3-methyl-1H-pyrazol-1-yl)-[1,1'-biphenyl]-4-yl)ethoxy)pyrimidin-4-yl)-2,8-diazaspiro[4.5]decane-3-carboxylate